Erbium acetat C(C)(=O)[O-].[Er+3].C(C)(=O)[O-].C(C)(=O)[O-]